COC1=CC=C2C(=N1)C=CN2CC2=CC=C(C=C2)B(O)O 4-((5-Methoxypyrrolo[3,2-b]pyridin-1-yl)methyl)phenylboronic acid